ClC1=C(C=CC=C1)C(CCC[C@@H](C)[C@H]1CC[C@H]2[C@@H]3CC[C@H]4[C@H]([C@H](CC[C@]4(C)[C@H]3CC[C@]12C)O)O)O 24-[(2-chlorophenyl)(hydroxy)methyl]-5α-cholan-3β,4β-diol